C1N(CC2=CC=CC=C12)C(=O)[O-] 1,3-dihydroisoindole-2-carboxylate